2-Amino-4-[5-chloro-7-[[(2S,4R)-4-fluoro-1-methyl-pyrrolidin-2-yl]methoxy]-1,3-dihydrofuro[3,4-f]quinolin-4-yl]-7-fluoro-benzothiophene-3-carbonitrile NC=1SC2=C(C1C#N)C(=CC=C2F)C2=C1C(=C3C=CC(=NC3=C2Cl)OC[C@H]2N(C[C@@H](C2)F)C)COC1